CSCC[C@@H](C)O (R)-4-(methylthio)butan-2-ol